FC=1C(=C(C=CC1F)[C@H]1C(O[C@H]([C@H]1OC)C)=O)OC (3R,4S,5S)-3-(3,4-difluoro-2-methoxyphenyl)-4-methoxy-5-methyldihydrofuran-2(3H)-one